FC1=CC(=C(C=C1C=1C=NC(=NC1)N1CCNCC1)NC(=O)C1=CN(C(C=C1C(F)(F)F)=O)C)N1C[C@H](N(CC1)C)C N-[4-fluoro-5-(2-piperazin-1-ylpyrimidin-5-yl)-2-[(3R)-3,4-dimethylpiperazin-1-yl]phenyl]-1-methyl-6-oxo-4-(trifluoromethyl)pyridine-3-carboxamide